CN1C=C(C=C1B1OC(C(O1)(C)C)(C)C)C(=O)OC methyl 1-methyl-5-(4,4,5,5-tetramethyl-1,3,2-dioxaborolan-2-yl)-1H-pyrrole-3-carboxylate